N-[(1S)-1-(dicyclopropylmethyl)-2-[4-(4-isopropyl-1H-imidazol-5-yl)anilino]-2-oxo-ethyl]-2-isopropyl-pyrazole-3-carboxamide C1(CC1)C([C@@H](C(=O)NC1=CC=C(C=C1)C1=C(N=CN1)C(C)C)NC(=O)C=1N(N=CC1)C(C)C)C1CC1